BrC1=C(C(=O)NN)C=C(C=C1)C 2-Bromo-5-methylbenzohydrazide